CN1CC(C(CC1)NC(C(COC1=NC=CC=C1OC(F)(F)F)(C)C)=O)C N-(1,3-dimethylpiperidin-4-yl)-2,2-dimethyl-3-((3-(trifluoromethoxy)pyridin-2-yl)oxy)propanamide